FC1=C(CN2C(C3=NC=CC=C3C2=O)([2H])[2H])C(=CC(=C1)C1=CC=2N(C=C1)C=CN2)F 6-(2,6-difluoro-4-(imidazo[1,2-a]pyridin-7-yl)benzyl)-6,7-dihydro-5H-pyrrolo[3,4-b]pyridin-5-one-7,7-d2